C[Si](OCCNC1CCSCC1)(C)C N-(2-((trimethylsilyl)oxy)ethyl)tetrahydro-2H-thiopyran-4-amine